BrC1=C(C(=C(C(=C1Br)N)Br)Br)S(=O)(=O)O 2,3,5,6-tetrabromo-4-aminobenzenesulfonic acid